ClC1=CC=C(C=C1)NC(=O)N1[C@@H](C[C@@H](C1)OC)C(=O)NC1=C(C=CC(=C1)C(CCC1CC1)(N[S@](=O)C(C)(C)C)C1=CC(=CC=C1)C#N)F (2S,4S)-N1-(4-chlorophenyl)-N2-(5-(1-(3-cyanophenyl)-3-cyclopropyl-1-((R)-1,1-dimethylethylsulfinamido)propyl)-2-fluorophenyl)-4-methoxypyrrolidine-1,2-dicarboxamide